C(C)OC(CCF)OCC 3-fluoropropionaldehyde diethylacetal